[[(1R,2R,3S,4R,5S)-4-[6-amino-2-(methylthio)-9H-purin-9-yl]-2,3-dihydroxybicyclo[3.1.0]hex-1-yl]methyl]diphosphoric acid NC1=C2N=CN(C2=NC(=N1)SC)[C@H]1[C@@H]([C@@H]([C@@]2(C[C@H]12)COP(=O)(O)OP(=O)(O)O)O)O